NC=1N=CC(=NC1C#CC1=NC=C(N=C1)C)C=1C=C(C=CC1C)C(C(=O)N)(C(F)(F)F)O 2-(3-(5-amino-6-((5-methylpyrazin-2-yl)ethynyl)pyrazin-2-yl)-4-methylphenyl)-3,3,3-trifluoro-2-hydroxypropanamide